1-(4-(5-chloro-6-(2-fluoro-6-hydroxyphenyl)[1,2]thiazolo[3,4-b]pyridin-3-yl)-3-methyl-1-piperazinyl)-2-propen-1-one ClC1=CC=2C(N=C1C1=C(C=CC=C1O)F)=NSC2N2C(CN(CC2)C(C=C)=O)C